tert-butyl 3-(2-(difluoromethoxy) pyridin-3-yl)-1-methyl-1,4,6,7-tetrahydro-5H-pyrazolo[4,3-c]pyridine-5-carboxylate FC(OC1=NC=CC=C1C1=NN(C2=C1CN(CC2)C(=O)OC(C)(C)C)C)F